Methyl 1-6-O-(N-heptylcarbamoyl)-α-D-glucopyranoside C(CCCCCC)NC(=O)OC[C@@H]1[C@H]([C@@H]([C@H]([C@@H](OC)O1)O)O)O